thiazolyl-boric acid S1C(=NC=C1)OB(O)O